N1=NN(C2=NC=CC=C21)C2=CC(=C(C(=O)N([C@H]1CNCCC1)C1=NC=CC3=C1C=C(S3)C#CC(C)(C)O)C=C2)F (R)-4-(3H-[1,2,3]triazolo[4,5-b]pyridin-3-yl)-2-fluoro-N-(2-(3-hydroxy-3-methylbut-1-yn-1-yl)thieno[3,2-c]pyridin-4-yl)-N-(piperidin-3-yl)benzamide